N-(1-(3-chloro-2-fluorophenyl)propyl)-6-(((S)-pyrrolidin-3-yl)oxy)pyrido[3,2-d]pyrimidin-4-amine ClC=1C(=C(C=CC1)C(CC)NC=1C2=C(N=CN1)C=CC(=N2)O[C@@H]2CNCC2)F